NC1=C(C=C(C=N1)C#CC=1C=C(C(=O)NC2=CC(=C(C=C2)CN2C[C@H](CC2)N(C)C)C(F)(F)F)C=CC1C)F (S)-3-((6-amino-5-fluoropyridin-3-yl)ethynyl)-N-(4-((3-(dimethylamino)pyrrolidin-1-yl)methyl)-3-(trifluoromethyl)phenyl)-4-methylbenzamide